ClC=1C(N(C(=CC1OC([2H])([2H])C1=NC=C(C=C1F)F)C)C1=CC(=NC=C1C)C=1N=C(SC1)C(C(=O)N)(C)C)=O (R)-2-(4-(3-chloro-4-((3,5-difluoropyridin-2-yl)methoxy-d2)-5',6-dimethyl-2-oxo-2H-[1,4'-bipyridin]-2'-yl)thiazol-2-yl)-2-methylpropanamide